2-((3aR,5r,6aS)-5-benzyl-5-hydroxyhexahydrocyclopenta[c]pyrrol-2(1H)-yl)-1-(4'-methoxy-[1,1'-biphenyl]-3-yl)ethanone C(C1=CC=CC=C1)C1(C[C@@H]2[C@@H](CN(C2)CC(=O)C=2C=C(C=CC2)C2=CC=C(C=C2)OC)C1)O